4-[5-[5-[(1R)-1-(3,5-dichloro-4-pyridyl)ethoxy]-1H-indazol-3-yl]-2-pyridyl]piperazine-1-carboxamide ClC=1C=NC=C(C1[C@@H](C)OC=1C=C2C(=NNC2=CC1)C=1C=CC(=NC1)N1CCN(CC1)C(=O)N)Cl